[2-Chloro-5-(3-chloro-5-fluoro-2-pyridyl)-4-fluoro-phenyl]-methanol ClC1=C(C=C(C(=C1)F)C1=NC=C(C=C1Cl)F)CO